[Pd].C1(CCCC1)P(C1=C(C=CC=C1)OC)C1CCCC1 dicyclopentyl(2-methoxyphenylphosphine) palladium